FC=1C=C2C=CC(=NC2=CC1)C(=O)N[C@H]1CO[C@@H](CC1)C=1OC(=NN1)C1(CCC1)OC(F)(F)F 6-fluoro-N-((3R,6S)-6-(5-(3-cis-(trifluoromethoxy)cyclobutyl)-1,3,4-oxadiazol-2-yl)tetrahydro-2H-pyran-3-yl)quinoline-2-carboxamide